7-chloro-3-(2-(4-(trifluoromethoxy)phenyl)thiazol-4-yl)-3,4-dihydroacridine-1,9(2H,10H)-dione ClC1=CC=C2NC=3CC(CC(C3C(C2=C1)=O)=O)C=1N=C(SC1)C1=CC=C(C=C1)OC(F)(F)F